Cl.NC1C(C(C1(C)C)OC1=CC(=C(C#N)C=C1)Cl)(C)C 4-((1s,3s)-3-amino-2,2,4,4-tetramethylcyclobutoxy)-2-chlorobenzonitrile hydrochloride